(4-Methyl-6-(perfluoropyridin-4-yl)cyclohexa-1,4-dien-1-yl)(piperidin-1-yl)methanone CC=1CC=C(C(C1)C1=C(C(=NC(=C1F)F)F)F)C(=O)N1CCCCC1